C(=O)([O-])OC(=O)OC(=O)[O-].[U+].[NH4+] ammonium uranium tricarbonate